CCCCCCCCCCCCCCCCCC(=O)OC[C@H](COP(=O)(O)OC[C@H](CO)O)O The molecule is a 1-acyl-sn-glycero 3-phospho-(1'-sn-glycerol) in which the acyl group is specified as octadecanoyl (stearoyl). It is a conjugate acid of a 1-octadecanoyl-sn-glycero-3-phospho-(1'-sn-glycerol)(1-).